glycerol tri(2-heptylundecanoate) C(CCCCCC)C(C(=O)OCC(OC(C(CCCCCCCCC)CCCCCCC)=O)COC(C(CCCCCCCCC)CCCCCCC)=O)CCCCCCCCC